1-(azetidin-3-yl)-6-chloro-4-(pyrrolidin-1-ylmethyl)-1H-pyrazolo[3,4-b]pyridine N1CC(C1)N1N=CC=2C1=NC(=CC2CN2CCCC2)Cl